N-(4-(4-amino-5-(3-fluoro-4-((4-methylpyrimidin-2-yl)amino)phenyl)pyrazolo[5,1-f][1,2,4]triazin-6-yl)phenyl)-2-fluoroacrylamide NC1=NC=NN2C1=C(C(=N2)C2=CC=C(C=C2)NC(C(=C)F)=O)C2=CC(=C(C=C2)NC2=NC=CC(=N2)C)F